COC(=O)C1=NC(=NC=C1)C1=C(C(=CC=C1)Cl)Cl 2-(2,3-dichlorophenyl)pyrimidine-4-carboxylic acid methyl ester